ClC1=C2OC=3C=C(C=CC3C(C2=CC=C1)=O)N1C[C@H](CC1)O 5-chloro-3-[(3S)-3-hydroxypyrrolidin-1-yl]xanthen-9-one